C1(CC1)C(=O)NC=1N=C2N(C(=CC=C2)B(O)O)C1 [2-(cyclopropanecarbonylamino)imidazo[1,2-a]pyridin-5-yl]boronic acid